(R)-6-bromo-4-((1-(3-(1,1-difluoro-2-hydroxyethyl)-2-fluorophenyl)ethyl)amino)(4-methoxybenzyl)-2-methylpyrido[2,3-d]pyrimidin-7(8H)-one BrC1=C(C2=C(N=C(N=C2N[C@H](C)C2=C(C(=CC=C2)C(CO)(F)F)F)C)NC1=O)CC1=CC=C(C=C1)OC